[2-[3-ethylsulfonyl-5-(2-pyridyloxy)-2-pyridyl]-1,3-benzoxazol-5-yl]-imino-oxo-(trifluoromethyl)-λ6-sulfane C(C)S(=O)(=O)C=1C(=NC=C(C1)OC1=NC=CC=C1)C=1OC2=C(N1)C=C(C=C2)S(C(F)(F)F)(=O)=N